C1(=CC=CC=C1)C=1C=C(C=C(C1C1=CC=CC=C1)C1=CC=CC=C1)C1=CC=C(C=C1)C1=C(C=CC2=CC=CC=C12)C1=NC(=NC(=N1)C1=CC=CC=C1)C1=CC=CC=C1 2-(1-(3',5'-Diphenyl-[1,1':4',1''-terphenyl]-4-yl)naphthalen-2-yl)-4,6-diphenyl-1,3,5-triazine